ClC1=C2C(NC=N1)=NC=C2 D-4-chloropyrrolo[2,3-D]pyrimidine